C1(CC1)CO[C@@H]1C[C@]2(CC(CN2C1)=C)CO ((2R,7aR)-2-(cyclopropylmethoxy)-6-methylenetetrahydro-1H-pyrrolizin-7a(5H)-yl)-methanol